COC=1C=C(C#N)C=CC1OCC1=CC=C(C=C1)OC 3-methoxy-4-((4-methoxybenzyl)oxy)benzonitrile